ClC=1N=CC2=C(C=CC(=C2C1)C(C)C)N1[C@@H]([C@H](C1)CSC)C 3-chloro-5-isopropyl-8-((2R,3S)-2-methyl-3-((Methylthio)methyl)azetidin-1-yl)isoquinoline